(S)-ethyl 8-(2-amino-6-((R)-2,2,2-trifluoro-1-(3'-(methylsulfonyl)-5-propyl-[1,1'-biphenyl]-2-yl)ethoxy)pyrimidin-4-yl)-2,8-diazaspiro[4.5]decane-3-carboxylate NC1=NC(=CC(=N1)N1CCC2(C[C@H](NC2)C(=O)OCC)CC1)O[C@@H](C(F)(F)F)C1=C(C=C(C=C1)CCC)C1=CC(=CC=C1)S(=O)(=O)C